1-(6-(2-(7,8-dimethyl-[1,2,4]triazolo[1,5-a]pyridin-6-yl)-3-isopropyl-1H-pyrrolo[3,2-b]pyridin-5-yl)-2-azaspiro[3.3]hept-2-yl)-3-(dimethylamino)propan-1-one CC1=C(C=2N(C=C1C1=C(C3=NC(=CC=C3N1)C1CC3(CN(C3)C(CCN(C)C)=O)C1)C(C)C)N=CN2)C